C1(CCC1)C1(OOC1)OC1=CC=CC=C1 cyclobutyl-phenoxy-1,2-dioxetane